3-[4-[1-(3,3-Difluoro-4-piperidinyl)azetidin-3-yl]-3-methyl-2-oxo-benzimidazol-1-yl]piperidine-2,6-dione FC1(CNCCC1N1CC(C1)C1=CC=CC=2N(C(N(C21)C)=O)C2C(NC(CC2)=O)=O)F